tert-butyl (2S)-2-(aminomethyl)-4,4-difluoro-pyrrolidine-1-carboxylate NC[C@H]1N(CC(C1)(F)F)C(=O)OC(C)(C)C